ClC=1C=C(COC2CC(C2)C(=O)NCC2=C(C(=C(C=C2)C(F)(F)F)C=2NC(C=C(N2)C(F)(F)F)=O)F)C=CC1F 3-[(3-chloro-4-fluorobenzyl)oxy]-N-{2-fluoro-3-[6-oxo-4-(trifluoromethyl)-1,6-dihydropyrimidin-2-yl]-4-(trifluoromethyl)benzyl}cyclobutane-1-carboxamide